ClC1=C(C#N)C=CC(=N1)OCC1=C(C=C(C=C1)C#N)F 2-chloro-6-((4-cyano-2-fluorobenzyl)oxy)nicotinonitrile